methyl ((3-(trifluoromethoxy)phenyl)sulfonyl)carbamate FC(OC=1C=C(C=CC1)S(=O)(=O)NC(OC)=O)(F)F